6-((4-(dimethylamino)phenyl)amino)pyrido[4,3-e]pyrrolo[1,2-a]pyrazine-7-carboxylic acid CN(C1=CC=C(C=C1)NC=1C=2N(C3=C(N1)C=CN=C3)C=CC2C(=O)O)C